NC1=NN2C(N=CC=C2)=C1C(=O)ON1C(C=CC1=O)=O 2,5-dioxopyrrol-1-yl 2-aminopyrazolo[1,5-a]pyrimidine-3-carboxylate